N-[3-(2,6-dimethoxyphenyl)-1H-pyrrolo[2,3-b]pyridin-6-yl]-2-[(4-ethylpiperazin-1-yl)methyl]cyclopropane-1-carboxamide COC1=C(C(=CC=C1)OC)C1=CNC2=NC(=CC=C21)NC(=O)C2C(C2)CN2CCN(CC2)CC